(4-(benzyloxy)-1-iodonaphthalen-2-yl)(oxiran-2-ylmethyl)carbamate C(C1=CC=CC=C1)OC1=CC(=C(C2=CC=CC=C12)I)OC(NCC1OC1)=O